3-((4-(4-(4-aminophenethyl)piperazin-1-yl)phenyl)amino)piperidine-2,6-dione NC1=CC=C(CCN2CCN(CC2)C2=CC=C(C=C2)NC2C(NC(CC2)=O)=O)C=C1